FC1CC2=CCCN2C1 2-Fluorotetrahydro-1H-pyrrolizin